CN1C=NC=C1NC(=O)OC(C)C1=CC=CC=C1 1-methyl-5-(1-phenylethoxycarbonylamino)imidazol